CN(C1=CC2=C(N=C(S2)C2=CC=C(C=C2)C=2C=CC(=NC2)NCCOCCN2C(C(CCC2=O)N2C(C3=CC=C(C=C3C2=O)O)=O)=O)C=C1)C 2-[1-[2-[2-[[5-[4-[6-(dimethylamino)-1,3-benzothiazol-2-yl]phenyl]pyridin-2-yl]amino]ethoxy]ethyl]-2,6-bis(oxidanylidene)piperidin-3-yl]-5-oxidanyl-isoindole-1,3-dione